FC(OC1=C(C=C(C=C1)OC=1C=NN(C1)CC1(CN(C1)C)O)C1=NN(C=C1NC(=O)C=1C=NN2C1N=CC=C2)CC)F N-[3-[2-(difluoromethoxy)-5-[1-[(3-hydroxy-1-methyl-azetidin-3-yl)methyl]pyrazol-4-yl]oxy-phenyl]-1-ethyl-pyrazol-4-yl]pyrazolo[1,5-a]pyrimidine-3-carboxamide